(E)-2-methyl-3-(7-nitro-1H-indol-3-yl)-1-(3,4,5-trimethoxyphenyl)prop-2-en-1-one C/C(/C(=O)C1=CC(=C(C(=C1)OC)OC)OC)=C\C1=CNC2=C(C=CC=C12)[N+](=O)[O-]